Tert-Butyl 4-(4-((4-Fluorophenyl)Carbamoyl)Phenyl)Piperazine-1-Carboxylate FC1=CC=C(C=C1)NC(=O)C1=CC=C(C=C1)N1CCN(CC1)C(=O)OC(C)(C)C